CC(C)(C)OC(=O)N(C)C1CCNC1 3-(N-Boc-N-methylamino)pyrrolidine